NCCCCO 4-Amino-butan-1-ol